3-(piperidine-1-ylsulfonyl)phenyl-potassium trifluoroborate B(F)(F)F.N1(CCCCC1)S(=O)(=O)C=1C=C(C=CC1)[K]